7'-(5-Fluoro-2-isopropoxyphenyl)-2'-oxo-1',4'-dihydro-2'H-spiro[pyrrolidine-3,3'-quinoline]-1-carbonitrile FC=1C=CC(=C(C1)C1=CC=C2CC3(C(NC2=C1)=O)CN(CC3)C#N)OC(C)C